C(CCC)NC=1N(C2=C(N(S(C(C2=O)C2=CC=CC=C2)(=O)=O)CC)N1)C1=CC=CC=C1 6-(butylamino)-1-ethyl-3,5-diphenyl-3,5-dihydroimidazo[4,5-c][1,2]thiazin-4(1H)-one 2,2-dioxide